ClC1=C2C=CC(=CC2=CC=C1)C1=NC(=NC(=N1)C1=CC=CC=C1)C1=CC=CC=C1 2-(5-chloronaphthalen-2-yl)-4,6-diphenyl-1,3,5-triazine